C1(CC1)C1=CC(=NN1C)C=1C(=C(C(=CC1)O)N1CC(NS1(=O)=O)=O)F 5-(3-(5-cyclopropyl-1-methyl-1H-pyrazol-3-yl)-2-fluoro-6-hydroxyphenyl)-1,2,5-thiadiazolidin-3-one 1,1-dioxide